COC1=CC=C2C(OC3(CCN(CC3)CC=3C=NN(C3)C3=CC=CC=C3)C2=C1)C(=O)NC 6-methoxy-N-methyl-1'-((1-phenyl-1H-pyrazol-4-yl)methyl)-3H-spiro[isobenzofuran-1,4'-piperidine]-3-carboxamide